ethyl-beta-D-glucopyranose C(C)[C@]1(O)[C@H](O)[C@@H](O)[C@H](O)[C@H](O1)CO